C1(=CC(=CC(=C1)NC(CBr)=O)NC(CBr)=O)NC(CBr)=O N,N',N''-(benzene-1,3,5-triyl)-tris(2-bromoacetamide)